(3Z)-3-(1H-imidazol-5-ylmethylidene)-5-methoxy-1H-indol N1C=NC=C1\C=C\1/CNC2=CC=C(C=C12)OC